2-[4-[(2R)-3-(4-bromo-3-methyl-phenoxy)-2-methyl-propyl]-1-piperidyl]acetic acid BrC1=C(C=C(OC[C@@H](CC2CCN(CC2)CC(=O)O)C)C=C1)C